N1=C(C=CC2=CN=CC=C12)NC1=NC=C(C(=O)NC2CCC(CC2)C(=O)N(C)CCOCCOCCNC(OC(C)(C)C)=O)C(=C1)NC1CC1 tert-butyl (2-(2-(2-((1R,4R)-4-(6-((1,6-naphthyridin-2-yl)amino)-4-(cyclopropylamino)nicotinamido)-N-methylcyclohexane-1-carboxamido)ethoxy)ethoxy)ethyl)carbamate